CC(C)(C)S(=O)N=C(C)C1=CC(=CC(=C1)C(F)(F)F)C 2-methyl-N-(1-(3-methyl-5-(trifluoromethyl)phenyl)ethylidene)propane-2-sulfinamide